(4-fluorophenyl)-8-(methylsulfinyl)quinazolin-4-ol FC1=CC=C(C=C1)C1=NC2=C(C=CC=C2C(=N1)O)S(=O)C